trihydroxytetrahydrofuran OC1C(OCC1)(O)O